(3r,4r)-3-(((benzyloxy) carbonyl) amino)-4-hydroxy-4-methylazepan-1-carboxylate C(C1=CC=CC=C1)OC(=O)N[C@@H]1CN(CCC[C@@]1(C)O)C(=O)[O-]